FC(C(F)(F)F)(F)OC(F)(F)F perfluoromethyl perfluoroethyl ether